N=1C=C(N2C1N=CC=C2)C(=O)O Imidazo[1,2-a]pyrimidine-3-carboxylic acid